ClC1=C(C2=C(C(N3[C@@H](CO2)CN(CC3)C(=O)OC(C)(C)C)=O)C(=N1)N1CC3(CC1)CCCC3)Cl tert-butyl (R)-3,4-dichloro-12-oxo-1-(2-azaspiro[4.4]nonan-2-yl)-6a,7,9,10-tetrahydro-6H-pyrazino[2,1-c]pyrido[3,4-f][1,4]oxazepine-8(12H)-carboxylate